OC1=CC=C(C=C1)C=1C(=NC=CN1)O 3-(4-hydroxyphenyl)-2-hydroxypyrazine